BrC=1C=NC(=NC1)NC(OC(C)(C)C)=O tert-butyl N-(5-bromopyrimidin-2-yl)carbamate